C(C)O[Si](CCCNC(C=1C(C(=O)O)=CC=CC1)=O)(OCC)OCC N-[3-(triethoxysilyl)propyl]phthalamic acid